C(C)N1C=2C=3N=CC=CC3SC2C(N(C=2C=CC=NC12)C)=S 2-Ethyl-9-methyl-12-thia-2,4,9,17-tetrazatetracyclo[9.7.0.03,8.013,18]octadeca-1(11),3(8),4,6,13(18),14,16-heptaene-10-thione